6,10,14-trimethylpentadecane-5,9-dien-2-one CC(=CCCC(C)=O)CCC=C(CCCC(C)C)C